(S)-N-(4-chloro-1-methyl-pyrrolo[2,3-b]pyridin-6-yl)-1-[3-cyano-6-methyl-4-(trifluoromethyl)-2-pyridinyl]-N-methyl-pyrrolidine-2-carboxamide ClC1=C2C(=NC(=C1)N(C(=O)[C@H]1N(CCC1)C1=NC(=CC(=C1C#N)C(F)(F)F)C)C)N(C=C2)C